N-[4-(2-Amino-3,4-dihydro-4-oxo-6-pteridinylmethylamino)-benzoyl]-L-glutamic acid NC1=NC2=NC=C(N=C2C(N1)=O)CNC1=CC=C(C(=O)N[C@@H](CCC(=O)O)C(=O)O)C=C1